3,6-di(azetidin-1-yl)-10-(methyl-d3)acridin-10-ium iodide [I-].N1(CCC1)C=1C=CC2=CC3=CC=C(C=C3[N+](=C2C1)C([2H])([2H])[2H])N1CCC1